CC=1C(=CC(N2C1C1=CC=CC=C1CC2)=O)NCC2OCCC2 1-methyl-2-[(tetrahydro-furan-2-ylmethyl)-amino]-6,7-dihydro-pyrido[2,1-a]isoquinolin-4-one